C(C1=CC=CC=C1)N1CC2(C1)CC(C2)OC(=O)N2[C@@H](CN(C[C@H]2C)C2=NC=C(C(=N2)C(F)(F)F)C(=O)OC)C methyl 2-[(3R,5R)-4-[({2-benzyl-2-azaspiro[3.3]heptan-6-yl}oxy)carbonyl]-3,5-dimethylpiperazin-1-yl]-4-(trifluoromethyl)pyrimidine-5-carboxylate